[Si](C)(C)(C(C)(C)C)OC1C2=C(C(=C=C=C2C1(F)F)OC=1C=C(C(=O)N)C=C(C1)F)C(F)F 3-{7-[tert-butyldimethylsilyloxy]-5-difluoromethyl-8,8-difluorobicyclo[4.2.0]oct-1,3,5-triene-2-enyloxy}-5-fluorobenzamide